C(CCCCCCCCCCCCCCCCC)OC[C@@H](OCCCCCCCCCCCCCCCCCC)CO 1,2-distearyl-sn-glycerol